CC1=C(C=C(C=C1)C=O)N1C=NN=C1 (4-methyl-3-(4H-1,2,4-triazol-4-yl)phenyl)methanone